P(O)(O)Cl.C(C)(C)(C)C1=C(C=CC(=C1)C(C)(C)C)O.C(C)(C)(C)C1=C(C=CC(=C1)C(C)(C)C)O bis[2,4-di-tert-butylphenol] chlorophosphite